FC1(COC(C1O)CO)F 3,3-Difluoro-4-hydroxy-5-(hydroxymethyl)dihydrofuran